(S)-(5-((2-amino-2,4-dimethylpentyl)oxy)-4-chloro-[2,4'-bipyridinyl]-2'-yl)carbamic acid methyl ester COC(NC1=NC=CC(=C1)C1=NC=C(C(=C1)Cl)OC[C@@](CC(C)C)(C)N)=O